FC(C(=O)O)(F)F.C12CN(CC2C1)C1=CC=C(C(=N1)C)CN1N=C(C(=C1)C(=O)O)C(F)F 1-[(6-{3-azabicyclo[3.1.0]hex-3-yl}-2-methylpyridin-3-yl)methyl]-3-(difluoromethyl)-1H-pyrazole-4-carboxylic acid, trifluoroacetate salt